C([C@@H](CCO)O)O |r| Racemic-(+-)-butane-1,2,4-triol